3-(2-fluoro-4-phenoxyphenyl)-1-((trans)-4-((R)-3-methylpiperazin-1-yl)cyclohexyl)-1H-pyrazolo[3,4-d]pyrimidin-4-amine FC1=C(C=CC(=C1)OC1=CC=CC=C1)C1=NN(C2=NC=NC(=C21)N)[C@@H]2CC[C@H](CC2)N2C[C@H](NCC2)C